3-Hydroxy-4-[2-[[(3R)-1-(2-hydroxyethyl)-3-piperidyl]amino]-7-methoxy-oxazolo[4,5-b]pyridin-5-yl]-5-(methoxymethyl)benzonitrile OC=1C=C(C#N)C=C(C1C1=CC(=C2C(=N1)N=C(O2)N[C@H]2CN(CCC2)CCO)OC)COC